NC=1N=NC(=CC1N1CC2CCC(C1)N2C2=CC(=NC=C2)CCCOCCN2CCN(CC2)C2=CC=C(C=N2)CC(=O)OC)C2=C(C=CC=C2)OCOC methyl 2-[6-[4-(2-[3-[4-(3-[3-amino-6-[2-(methoxymethoxy)phenyl]pyridazin-4-yl]-3,8-diazabicyclo[3.2.1]octan-8-yl)pyridin-2-yl]propoxy]ethyl)piperazin-1-yl]pyridin-3-yl]acetate